ethyl 3-(benzyloxy)-1-[(3,3-difluorocyclobutyl)methyl]-4-methyl-1H-pyrazole-5-carboxylate C(C1=CC=CC=C1)OC1=NN(C(=C1C)C(=O)OCC)CC1CC(C1)(F)F